C(C)OCCN(CC[C@@H](C(=O)O)NC(=O)C1=CN=NC=C1C(F)(F)F)CCCCC1=NC=2NCCCC2C=C1 (S)-4-((2-ethoxyethyl)(4-(5,6,7,8-tetrahydro-1,8-naphthyridin-2-yl)butyl)amino)-2-(5-(trifluoromethyl)pyridazine-4-carboxamido)butanoic acid